FC1=C(C=C(C=C1)S(=O)(=O)C)C1=CC(=NC2=C(N=CC=C12)C1=CC=NN1C1OCCCC1)N1[C@@H](COCC1)C 4-[2-fluoro-5-(methylsulfonyl)phenyl]-2-[(3R)-3-methylmorpholin-4-yl]-8-[1-(tetrahydro-2H-pyran-2-yl)-1H-pyrazol-5-yl]-1,7-naphthyridine